C(N)(OCCCCCNC(=O)C=1SC(=CC1)C(NC1=C(C=CC(=C1)Cl)OCCOC)=O)=O (5-(5-((5-chloro-2-(2-methoxyethoxy) phenyl) carbamoyl) thiophene-2-carboxamido) pentyl) carbamate